(S)-1-(2-(2-methoxybenzoyl)hydrazinecarbonyl)-N-(pyridin-3-yl)pyrrolidine-2-carboxamide tert-butyl-1-(piperazine-1-carbonyl)-1H-pyrazole-3-carboxylate C(C)(C)(C)OC(=O)C1=NN(C=C1)C(=O)N1CCNCC1.COC1=C(C(=O)NNC(=O)N2[C@@H](CCC2)C(=O)NC=2C=NC=CC2)C=CC=C1